Cl.FC1=CC=C(C=C1)C1=NOC(=C1C(=O)NC=1C(=NC(=CC1)C1=CN=C2N1CCNC2)OC(C)C)C (4-Fluorophenyl)-N-(2-isopropoxy-6-(5,6,7,8-tetrahydroimidazo[1,2-a]pyrazin-3-yl)pyridin-3-yl)-5-methylisoxazole-4-carboxamide hydrochloride